propargyloxybenzophenone C(C#C)OC1=C(C(=O)C2=CC=CC=C2)C=CC=C1